COCCN1C(=NC=2C1=NC(=CC2)C=2C=CN1N=C(N=CC12)NC1CN(C1)C)C 5-(3-(2-Methoxyethyl)-2-methyl-3H-imidazo[4,5-b]pyridin-5-yl)-N-(1-methylazetidin-3-yl)pyrrolo[2,1-f][1,2,4]triazin-2-amine